4-((4-methoxyphenyl)amino)cyclobut-3-ene-1,2-dione COC1=CC=C(C=C1)NC1=CC(C1=O)=O